benzyl 4-chloro-3-formyl-5,6-dihydropyridine-1(2H)-carboxylate ClC1=C(CN(CC1)C(=O)OCC1=CC=CC=C1)C=O